(E)-2-((4-(benzyloxy)-1H-indol-3-yl)methylene)-1-(4-fluorophenyl)hydrazin-1-ium C(C1=CC=CC=C1)OC1=C2C(=CNC2=CC=C1)\C=N\[NH2+]C1=CC=C(C=C1)F